C(C)(C)(C)N(C1=NC(=NC(=N1)N)C1=NC(=CC=C1)C(F)(F)F)C1=CC(=NC=C1)C(C)(F)F tert-Butyl-N-[2-(1,1-difluoro-ethyl)-pyridin-4-yl]-6-(6-trifluoromethyl-pyridin-2-yl)-[1,3,5]triazine-2,4-diamine